2-(4-chlorophenyl)-3-phenyl-4-acetyl-isoxazoline ClC1=CC=C(C=C1)N1OCC(C1C1=CC=CC=C1)C(C)=O